C1CCC12CCC(CC2)CO spiro[3.5]non-7-ylmethanol